C(CCC)OC(CC(C)(C)O)=O 3-hydroxy-3-methylbutyric acid butyl ester